Cl.C1(=CC=CC=C1)COC(=O)N1CCC(CC1)(C(C(=O)N)O)N 4-amino-4-(2-amino-1-hydroxy-2-oxoethyl)piperidine-1-carboxylic acid phenylmethyl ester hydrochloride